NC1CN(CCC1)C1=C(C(=C(C(=N1)SC(C(=O)N)C1=CC=CC=C1)C#N)C1CC1)C#N 2-((6-(3-aminopiperidin-1-yl)-3,5-dicyano-4-cyclopropylpyridin-2-yl)thio)-2-phenylacetamide